(R)-methyl 2-(benzyloxycarbonyl)-3-(7-methyl-1H-indazol-5-yl)propanoate C(C1=CC=CC=C1)OC(=O)[C@@H](C(=O)OC)CC=1C=C2C=NNC2=C(C1)C